((2-(((S)-1-((S)-2-((5-(4-chlorophenyl)thiazol-2-yl)carbamoyl)pyrrolidin-1-yl)-3,3-dimethyl-1-oxobutan-2-yl)carbamoyl)benzo[b]thiophen-5-yl)difluoromethyl)phosphonic acid ClC1=CC=C(C=C1)C1=CN=C(S1)NC(=O)[C@H]1N(CCC1)C([C@H](C(C)(C)C)NC(=O)C1=CC2=C(S1)C=CC(=C2)C(F)(F)P(O)(O)=O)=O